tert-butyl 2-methyl-3-((methylsulfonyl)oxy)azetidine-1-carboxylate CC1N(CC1OS(=O)(=O)C)C(=O)OC(C)(C)C